1-iodo-2,4-dimethoxybenzene IC1=C(C=C(C=C1)OC)OC